ClC=1C=C(C(=NC1)NC)S(=O)(=O)NC1=C(C(=C(C=C1)F)C#CC=1C=NC(=NC1)Cl)F 5-chloro-N-(3-((2-chloropyrimidin-5-yl)ethynyl)-2,4-difluorophenyl)-2-(methylamino)pyridine-3-sulfonamide